methyl (S)-2-((tert-butoxycarbonyl)amino)-9-(5,6,7,8-tetrahydro-1,8-naphthyridin-2-yl)nonanoate C(C)(C)(C)OC(=O)N[C@H](C(=O)OC)CCCCCCCC1=NC=2NCCCC2C=C1